1,3-bis(2-ethylhexyl)imidazolium bicarbonate C([O-])(O)=O.C(C)C(CN1C=[N+](C=C1)CC(CCCC)CC)CCCC